[C@H]12CN(CCC(CC1)O2)CC2=CC(=C1CN(C(C1=C2)=O)C=2C=C(C=CC2)C2(CC(C2)C#N)CC2=NN=CN2C)C(F)(F)F (1r,3r)-3-(3-(6-((9-oxa-3-azabicyclo[4.2.1]nonan-3-yl)methyl)-1-oxo-4-(trifluoromethyl)isoindolin-2-yl)phenyl)-3-((4-methyl-4H-1,2,4-triazol-3-yl)methyl)cyclobutane-1-carbonitrile